FC1=C(C=C(C=C1C)C1=C(C=C(C=C1OCCCC=C)F)C)[C@H](CC(=O)OCC)NC([C@@H](CC=C)O)=O Ethyl (S)-3-(4,4'-difluoro-2',5-dimethyl-6'-(pent-4-en-1-yloxy)-[1,1'-biphenyl]-3-yl)-3-((R)-2-hydroxypent-4-enamido)propanoate